NC1=CC=C(C2=CC=CC=C12)OC=1N=CSC1C1=NC(=NC=C1)N[C@@H]1CC[C@H](CC1)NC(OC(C)(C)C)=O tert-butyl N-[(trans)-4-[(4-{4-[(4-aminonaphthalen-1-yl)oxy]-1,3-thiazol-5-yl}pyrimidin-2-yl)amino]cyclohexyl]carbamate